3,5-dichloro-4-hydroxy-N-(3-((2-hydroxypyridin-4-yl)methyl)-4-oxo-3,4-dihydroquinazolin-5-yl)benzamide ClC=1C=C(C(=O)NC2=C3C(N(C=NC3=CC=C2)CC2=CC(=NC=C2)O)=O)C=C(C1O)Cl